C12COCC(N1C=1SC3=C(N1)C=CC(=C3C(=O)NC3=CN=C(C=C3C(=O)O)C)OC)C2 5-(2-(3-Oxa-6-azabicyclo[3.1.1]heptan-6-yl)-6-methoxybenzo[d]thiazole-7-carboxamido)-2-methylisonicotinic acid